ClC1=CC=C(C(=N1)CC)C=1C=C(C=2N(C1)C=CN2)C 6-(6-chloro-2-ethyl-3-pyridyl)-8-methyl-imidazo[1,2-a]pyridine